(4-amino-7-chloro-1,3-dihydrofuro[3,4-c]quinolin-8-yl)((3S)-3-(2-(trifluoromethyl)-4-pyridinyl)-4-morpholinyl)methanone NC1=NC=2C=C(C(=CC2C2=C1COC2)C(=O)N2[C@H](COCC2)C2=CC(=NC=C2)C(F)(F)F)Cl